5,5'-dibromo-2,2'-diacetylamino-1,1'-biphenyl BrC=1C=CC(=C(C1)C1=C(C=CC(=C1)Br)NC(C)=O)NC(C)=O